azacyclohexanespiroazacyclopentane N1C2(CCC1)NCCCC2